ethyl (6R)-6-[4-[5-fluoro-3-(4-hydroxybut-1-ynyl)-2-pyridyl]piperazin-1-yl]-2-azaspiro[3.4]octane-2-carboxylate FC=1C=C(C(=NC1)N1CCN(CC1)[C@H]1CC2(CN(C2)C(=O)OCC)CC1)C#CCCO